(1R,2S)-2-fluoro-5-methoxy-1,2,3,4-tetrahydronaphthalen-1-ol F[C@@H]1[C@@H](C2=CC=CC(=C2CC1)OC)O